COC1=C(C=CC(=C1)C=CC)OC(CC=C)C\C=C/CC 2-methoxy-1-(((Z)-non-1,6-dien-4-yl)oxy)-4-(prop-1-en-1-yl)benzene